ClC=1C(=CC(=C(C1)S(=O)(=O)NC=1SC=CN1)F)NCC1COCC1 5-chloro-2-fluoro-4-(((tetrahydrofuran-3-yl)methyl)amino)-N-(thiazol-2-yl)benzenesulfonamide